C([C@@H](C(=O)O)[NH3+])O The molecule is a serinium that is the conjugate acid of L-serine, obtained by protonation of the amino group. It is a conjugate acid of a L-serine. It is an enantiomer of a D-serinium.